ClC=1C(=NC=CC1)N1N=C(C=C1C1=NC2=C(C(O1)=O)C=C1C(=C2C)OC(=N1)C)OCC(F)(F)F 6-[2-(3-chloro-2-pyridyl)-5-(2,2,2-trifluoro-ethoxy)pyrazol-3-yl]-2,4-dimethyl-oxazolo[4,5-g][3,1]benzoxazin-8-one